[Si](C)(C)(C(C)(C)C)OC1CC=C(CC1)C1=CC=C2C(=N1)N(C(=N2)CC(=O)N)CC2=CC=C(C=C2)OC (5-(4-(tert-Butyldimethylsilanyloxy)cyclohex-1-en-1-yl)-3-(4-methoxybenzyl)-3H-imidazo[4,5-b]pyridin-2-yl)acetamide